FC=1C=C(CC=2NC(=NN2)C(=O)N)C=C(C1F)F 5-(3,4,5-trifluorobenzyl)-4H-1,2,4-triazole-3-carboxamide